FC1([C@H](C1)C(=O)NC1=NC=C2C=C(C(N(C2=C1)C)=O)C=1C=NC(=CC1C)C(CC)O)F (1R)-2,2-difluoro-N-(3-{6-[1-hydroxypropyl]-4-methylpyridin-3-yl}-1-methyl-2-oxo-1,6-naphthyridin-7-yl)cyclopropane-1-carboxamide